C1(CC1)CN1C[C@@H](N(CC1)C(=O)OC(C)(C)C)C tert-butyl (S)-4-(cyclopropylmethyl)-2-methylpiperazine-1-carboxylate